CN1N=CC(=N1)C(=O)NC1CCC2=CC(=CC=C12)C1=NOC(=N1)C 2-methyl-N-(5-(5-methyl-1,2,4-oxadiazol-3-yl)-2,3-dihydro-1H-inden-1-yl)-2H-1,2,3-triazole-4-carboxamide